FC(C)(C)C1=CC=CC(=N1)C(=O)OC Methyl 6-(1-fluoro-1-methyl-ethyl)pyridine-2-carboxylate